FC1=C(C=CC=C1)C1=NC2=CC(=CC=C2C=C1)C(=C(C#N)C#N)OC 2-((2-(2-fluorophenyl)quinolin-7-yl)(methoxy)methylene)malononitrile